N1=CC=C(C=C1)NC=1C=C2C3=C(C=NC2=CC1)C(C1=C3C=NC(=N1)C(F)(F)F)=O 2-(pyridin-4-ylamino)-9-(trifluoromethyl)-7H-pyrimido[5',4':3,4]cyclopenta[1,2-c]quinolin-7-one